benzyl (4-{[(tert-butoxycarbonylmethyl)amino]carbonyl}-7-quinolyloxy)acetate C(C)(C)(C)OC(=O)CNC(=O)C1=CC=NC2=CC(=CC=C12)OCC(=O)OCC1=CC=CC=C1